2-pentylglycerol C(CCCC)OC(CO)CO